1-(2-amino-6-(4-chlorophenoxy)-4-fluorophenyl)ethanone NC1=C(C(=CC(=C1)F)OC1=CC=C(C=C1)Cl)C(C)=O